2-{[(1R)-1-{4-[4-(piperazin-1-yl)tetrahydro-2H-pyran-4-yl]phenyl}ethyl]amino}-8-(propan-2-yl)pyrido[2,3-d]pyrimidin-7(8H)-one N1(CCNCC1)C1(CCOCC1)C1=CC=C(C=C1)[C@@H](C)NC=1N=CC2=C(N1)N(C(C=C2)=O)C(C)C